(rac)-2'-[6-amino-5-(phenylcarbamoyl)pyridin-3-yl]-N-ethyl-5',6'-dihydrospiro[pyrrolidine-3,4'-pyrrolo[1,2-b]pyrazole]-1-carboxamide NC1=C(C=C(C=N1)C=1C=C2N(N1)CC[C@]21CN(CC1)C(=O)NCC)C(NC1=CC=CC=C1)=O |r|